C(C)(C)(C)OC(=O)N1C(C(NCC1)CO)C 3-(hydroxymethyl)-2-methyl-piperazine-1-carboxylic acid tert-butyl ester